The molecule is an acyl-CoA(4-) oxoanion arising from deprotonation of the phosphate and diphosphate OH groups of 3-oxopropanoyl-CoA; major species at pH 7.3. It is a conjugate base of a 3-oxopropanoyl-CoA. CC(C)(COP(=O)([O-])OP(=O)([O-])OC[C@@H]1[C@H]([C@H]([C@@H](O1)N2C=NC3=C(N=CN=C32)N)O)OP(=O)([O-])[O-])[C@H](C(=O)NCCC(=O)NCCSC(=O)CC=O)O